C1(CC1)S(=O)(=O)NC1=NC=CC(=N1)[C@](C(=O)NC1=NC=C(C=C1)C1=NC(=CN=C1)OCC)(CC)F 2-(2-(cyclopropanesulfonamido)pyrimidin-4-yl)-N-(5-(6-ethoxypyrazin-2-yl)pyridin-2-yl)-2-(S)-fluorobutanamide